C1(CC1)C[C@@H](C(=O)OC)NC([C@H]([C@@H](C)OC)NC(C[C@H]1N(C(CC1)=O)CC1=C(C(=CC=C1)F)F)=O)=O Methyl (S)-3-cyclopropyl-2-((2S,3R)-2-(2-((S)-1-(2,3-difluorobenzyl)-5-oxopyrrolidin-2-yl)acetamido)-3-methoxybutanamido)propanoate